S1C=C(C=C1)C[C@@H](C)N (R)-1-(thien-3-yl)propan-2-amine